3-(benzyloxy)-2-fluoro-6-methoxybenzaldehyde C(C1=CC=CC=C1)OC=1C(=C(C=O)C(=CC1)OC)F